N-(4-fluoro-2-methoxy-5-nitrophenyl)-4-(3,3,6-trimethyl-2,3-dihydro-1H-pyrrolo[3,2-b]pyridin-1-yl)-1,3,5-triazin-2-amine FC1=CC(=C(C=C1[N+](=O)[O-])NC1=NC=NC(=N1)N1CC(C2=NC=C(C=C21)C)(C)C)OC